C(\C=C(/C)\CCC=C(C)C)C/C(/C(=O)O)=C\C.C/C(/C(=O)OC\C=C(\CCC=C(C)C)/C)=C\C (E)-(E)-3,7-dimethylocta-2,6-dien-1-yl 2-methylbut-2-enoate (GERANYL TIGLATE)